2-(4-(4-chloro-1-(4-hydroxyphenyl)-2-phenylbut-1-en-1-yl)phenoxy)acetonitrile ClCCC(=C(C1=CC=C(C=C1)O)C1=CC=C(OCC#N)C=C1)C1=CC=CC=C1